(±)-4-{5-[(6-{4-[1-methoxyethyl]-3,5-dimethyl-1H-pyrazol-1-yl}pyrimidin-4-yl)amino]-1,4-dimethyl-1H-pyrazol-3-yl}benzonitrile CO[C@H](C)C=1C(=NN(C1C)C1=CC(=NC=N1)NC1=C(C(=NN1C)C1=CC=C(C#N)C=C1)C)C |r|